(4-(4-(4-((2,6-dioxa-8-azaspiro[3.5]non-7-en-7-yl)amino)-2,6-difluorophenoxy)-1H-pyrrolo[2,3-b]pyridin-3-yl)phenyl)(3,3-difluoroazetidin-1-yl)methanone C1OCC12COC(=NC2)NC2=CC(=C(OC1=C3C(=NC=C1)NC=C3C3=CC=C(C=C3)C(=O)N3CC(C3)(F)F)C(=C2)F)F